CC1=C(C(=C2C=CC3(C=C12)CC3)C)C trimethylspiro[cyclopropane-1,5'-inden]